C(CCCCCCC(C)C)(=O)OC(CCCCCCC(C)C)=O isodecanoic acid anhydride